C(C)(C)(C)OC(=O)N1[C@@H]([C@@H](CCC1)O[Si](C)(C)C(C)(C)C)CCCO (2R,3R)-3-((tert-butyldimethylsilyl)oxy)-2-(3-hydroxypropyl)piperidine-1-carboxylic acid tert-butyl ester